(2S)-morpholin-2-ylmethyl methanesulfonate HCl salt Cl.CS(=O)(=O)OC[C@@H]1CNCCO1